1-(4-(4-amino-7-cyclopropyl-7H-pyrrolo[2,3-d]pyrimidin-5-yl)-2-methyl-2,3-dihydro-benzofuran-7-yl)-3-(4-((1-ethylpiperidin-4-yl)oxy)-3-(trifluoromethyl)phenyl)urea NC=1C2=C(N=CN1)N(C=C2C2=CC=C(C1=C2CC(O1)C)NC(=O)NC1=CC(=C(C=C1)OC1CCN(CC1)CC)C(F)(F)F)C1CC1